(2R,3S)-2-(3,4-Dihydroxyphenyl)-3,4-dihydro-2H-chromene-3,5,7-triol OC=1C=C(C=CC1O)[C@H]1OC=2C=C(C=C(C2C[C@@H]1O)O)O